3-Formylpyrrolidine-1-carboxylate C(=O)C1CN(CC1)C(=O)[O-]